C(C1=CC=CC=C1)(C1=CC=CC=C1)N1C=NC2=CC=CC(=C2C1=O)NC(C1=CC(=C(C(=C1)Cl)O)Cl)=O N-(3-benzhydryl-4-oxo-3,4-dihydroquinazolin-5-yl)-3,5-dichloro-4-hydroxybenzamide